C(C1=CC=CC=C1)OC(=O)N1CCC(CC1)N1N=CC(=C1)NC1=NC=C(C(=N1)C1=CC=C(C=C1)C(N[C@@H](CC)C#N)=O)C (S)-4-(4-((4-(4-((1-cyanopropyl)carbamoyl)phenyl)-5-methylpyrimidin-2-yl)amino)-1H-pyrazol-1-yl)piperidine-1-carboxylic acid benzyl ester